COC([C@H](CCCCCCCC1=NC=2NCCCC2C=C1)NC(=O)C1C2CNCC1CCC2)=O (2S)-2-(3-azabicyclo[3.3.1]nonane-9-carboxamido)-9-(5,6,7,8-tetrahydro-1,8-naphthyridin-2-yl)nonanoic acid methyl ester